3-methoxy-3-(methoxycarbonyl)cyclobutyl 4-nitrobenzoate [N+](=O)([O-])C1=CC=C(C(=O)OC2CC(C2)(C(=O)OC)OC)C=C1